menthylcarboxylic acid-N-ethylamide C(C)NC(=O)C1CC(CCC1C(C)C)C